1-(3-Bromo-4-methyl-phenyl)sulfonyl-4-[2-(4-fluorophenyl)ethyl]piperazine BrC=1C=C(C=CC1C)S(=O)(=O)N1CCN(CC1)CCC1=CC=C(C=C1)F